Br.C(C=C)N 2-propen-1-ylamine hydrobromic acid salt